F[C@H]1CNCC[C@@H]1N1N=CC(=C1)NC(=O)C1=NNC=2C[C@](CCC12)(C)COC (R)-N-(1-((3S,4S)-3-fluoropiperidin-4-yl)-1H-pyrazol-4-yl)-6-(methoxymethyl)-6-methyl-4,5,6,7-tetrahydro-1H-indazole-3-carboxamide